(4-chlorophenyl)ammonium tetrakis(dodecyl)borate C(CCCCCCCCCCC)[B-](CCCCCCCCCCCC)(CCCCCCCCCCCC)CCCCCCCCCCCC.ClC1=CC=C(C=C1)[NH3+]